S-methionine CSCC[C@@H](C(=O)O)N